tributyl-methylammonium bistrifluoromethanesulfonimide salt [N-](S(=O)(=O)C(F)(F)F)S(=O)(=O)C(F)(F)F.C(CCC)[N+](C)(CCCC)CCCC